N-(2-(3-(4-(buten-3-yn-1-yl)phenyl)propanoyl)-4-ethoxy-5-methoxyphenethyl)acetamide C(=CC#C)C1=CC=C(C=C1)CCC(=O)C1=C(CCNC(C)=O)C=C(C(=C1)OCC)OC